COCCC(CCC)SC1C(CC(CC1)(C)C)C(CCCC)=O 1-[2-[1-(2-Methoxyethyl)butylsulfanyl]-5,5-dimethyl-cyclohexyl]pentan-1-one